1-ethyl-9-[2-carboxy(4-methyl-4-cyclohexenyl)]carbonyloxyanthracene C(C)C1=CC=CC2=CC3=CC=CC=C3C(=C12)OC(=O)C1C(CC(=CC1)C)C(=O)O